5-Cinnolin-6-yl-1,3-thiazol-2-amine N1=NC=CC2=CC(=CC=C12)C1=CN=C(S1)N